(S)-2-bromo-N-(4-fluorobenzyl)-N-(1,1,1-trifluoropropan-2-yl)acetamide BrCC(=O)N([C@H](C(F)(F)F)C)CC1=CC=C(C=C1)F